FC=1C=C(C(=C(C#N)C1)C(C)O)C1=CC2=C(NC(=N2)C)C=C1 5-fluoro-2-(1-hydroxyethyl)-3-(2-methyl-1H-benzimidazol-5-yl)benzonitrile